2-(2-methylpyridin-4-yl)-N-(oxetan-3-yl)-1H-pyrrolo[3,2-c]pyridin-6-amine CC1=NC=CC(=C1)C1=CC=2C=NC(=CC2N1)NC1COC1